1-(((R)-7-((2S,4R)-2-(2,5-Difluorophenyl)-4-(ethylamino)piperidine-1-carbonyl)-7-azaspiro[4.5]decan-10-yl)methyl)-4-phenylpyridin-2(1H)-one FC1=C(C=C(C=C1)F)[C@H]1N(CC[C@H](C1)NCC)C(=O)N1CC2(CCCC2)[C@@H](CC1)CN1C(C=C(C=C1)C1=CC=CC=C1)=O